C(C)(C)(C)OC(=O)CN[C@@H](CCC(=O)[O-])C(=O)[O-] tertbutyloxycarbonylmethylglutamat